4-[3-[2,6-Dichloro-4-[(3R)-3,4-dimethylpiperazin-1-yl]benzoyl]-2,4-dihydro-1,3-benzoxazin-8-yl]-5-fluoro-2-(3-oxa-8-azabicyclo[3.2.1]octan-8-yl)benzoic acid ClC1=C(C(=O)N2COC3=C(C2)C=CC=C3C3=CC(=C(C(=O)O)C=C3F)N3C2COCC3CC2)C(=CC(=C1)N1C[C@H](N(CC1)C)C)Cl